FC1=CC=C(C=C1)\C=C\CCCC 1-(4-fluorophenyl)-trans-1-hexene